Cl.C(C)OC1=C(CN2CCN(CC2)C(CN2CCC(CC2)(CCC2=CC=CC=C2)O)=O)C(=CC=C1)F 1-(4-(2-ethoxy-6-fluorobenzyl)piperazin-1-yl)-2-(4-hydroxy-4-phenethylpiperidin-1-yl)ethan-1-one hydrochloride